(4-(6-(2-methoxyethoxy)pyrazolo[1,5-a]pyrazin-4-yl)-2-methylphenyl)methylamine dihydrochloride Cl.Cl.COCCOC=1N=C(C=2N(C1)N=CC2)C2=CC(=C(C=C2)CN)C